propyl guluronate sulfate S(=O)(=O)(O)O.O=C[C@H](O)[C@H](O)[C@@H](O)[C@H](O)C(=O)OCCC